CN1N=C(C2=CC=CC(=C12)N1CCN(CC1)[C@@H](COC1CCC(CC1)OC1=C(C(=CC=C1)B1OC(C(O1)(C)C)(C)C)C)C)C1C(NC(CC1)=O)=O 3-(1-methyl-7-(4-((R)-1-(((1r,4R)-4-(2-methyl-3-(4,4,5,5-tetramethyl-1,3,2-dioxaborolan-2-yl)phenoxy)cyclohexyl)oxy)propan-2-yl)piperazin-1-yl)-1H-indazol-3-yl)piperidine-2,6-dione